C1(=CC=CC=C1)C1=NC(=NC(=N1)C1=CC=CC=C1)C=1C=C(C(=C(C1)N1C2=CC=CC=C2C=2C=CC=CC12)N1C2=CC=CC=C2C=2C=CC=CC12)N1C2=CC=CC=C2C=2C=CC=CC12 9,9',9''-(5-(4,6-diphenyl-1,3,5-triazin-2-yl)benzene-1,2,3-triyl)-tris(9H-carbazole)